tert-butyl (1R,3R,5S)-3-[(6-{6-fluoro-5-[1-(oxan-2-yl)pyrazol-4-yl] pyridin-2-yl}pyridazin-3-yl) (methyl)amino]-8-azabicyclo[3.2.1]octane-8-carboxylate FC1=C(C=CC(=N1)C1=CC=C(N=N1)N(C1C[C@H]2CC[C@@H](C1)N2C(=O)OC(C)(C)C)C)C=2C=NN(C2)C2OCCCC2